(5'S,7a'R)-5'-(3,5-difluorophenyl)-1-(2-fluoro-3-methoxy-benzene-1-carbonyl)tetrahydro-3'H-spiro[piperidine-4,2'-pyrrolo[2,1-b][1,3]oxazol]-3'-one FC=1C=C(C=C(C1)F)[C@@H]1CC[C@H]2OC3(C(N21)=O)CCN(CC3)C(=O)C3=C(C(=CC=C3)OC)F